CN1N=CC(=C1)C1=CC=C(C=N1)OC1=CC=C(C=C1)C(C)(C)C1=CC=C(OC2CC(C2)NC(OC(C)(C)C)=O)C=C1 tert-butyl ((1r,3r)-3-(4-(2-(4-((6-(1-methyl-1H-pyrazol-4-yl)pyridin-3-yl)oxy) phenyl)propan-2-yl)phenoxy)cyclobutyl)carbamate